3-(6-(5-aminopentyl)-1-oxophthalazin-2(1H)-yl)piperidine-2,6-dione NCCCCCC=1C=C2C=NN(C(C2=CC1)=O)C1C(NC(CC1)=O)=O